(5'S,7a'R)-5'-(3,5-difluorophenyl)-1-[5-(methylsulfanyl)pyrimidin-2-yl]tetrahydro-3'H-spiro[piperidine-4,2'-pyrrolo[2,1-b][1,3]oxazol]-3'-one FC=1C=C(C=C(C1)F)[C@@H]1CC[C@H]2OC3(C(N21)=O)CCN(CC3)C3=NC=C(C=N3)SC